C1=CC=NC2=CC(=O)NC2=C1 PYRROLOAZEPINONE